ClC1=CC(=C(C=C1)N1C(C(N(C(C1)=O)CC1=CC=C(C=C1)F)C1CC(C1)O)=O)F 1-(4-chloro-2-fluoro-phenyl)-4-(4-fluoro-benzyl)-3-(3-hydroxy-cyclobutyl)piperazine-2,5-dione